1-(6-(trifluoromethoxy)indolin-1-yl)ethanone FC(OC1=CC=C2CCN(C2=C1)C(C)=O)(F)F